FC(C1=CC(=NC=C1)C=O)(F)F (4-(Trifluoromethyl)pyridin-2-yl)methanone